N1=C(C=CC(=C1)O)C1=NC=C(C=C1)O bipyridine-5,5'-diol